C(C)(C)(C)NC(=CC(C)=O)CC 4-(tert-butylamino)-3-hexen-2-one